NC=1C=CC(=NC1Cl)C1=NC(=NC(=N1)N[C@@H](C(F)(F)F)C)N[C@@H](C(F)(F)F)C 6-(5-amino-6-chloropyridin-2-yl)-N2,N4-bis((R)-1,1,1-trifluoroprop-2-yl)-1,3,5-triazine-2,4-diamine